C(C)C1C2=CC3CCCN3C21 ethyl-hexahydrocycloprop[b]pyrrolizine